4,6-dichloro-1-(2-fluoroethyl)-1H-pyrrolo[3,2-c]pyridine ClC1=NC(=CC2=C1C=CN2CCF)Cl